C(C1=CC=CC=C1)N1C[C@H](N(C[C@@H]1COCCOCCOCCOCCOCC1=CC=CC=C1)C(=O)OC(C)(C)C)C Tert-Butyl (2R,5R)-4-benzyl-2-methyl-5-(15-phenyl-2,5,8,11,14-pentaoxapentadecan-1-yl)piperazine-1-carboxylate